1-(2-(3-cyano-1-azetidinyl)-5-(methylsulfonyl)benzoyl)-N-((R)-cyclopropyl(2-fluoro-4-(trifluoromethyl)phenyl)methyl)-D-prolinamide C(#N)C1CN(C1)C1=C(C(=O)N2[C@H](CCC2)C(=O)N[C@@H](C2=C(C=C(C=C2)C(F)(F)F)F)C2CC2)C=C(C=C1)S(=O)(=O)C